4a-(2,5-dimethylphenyl)octahydro-2H-benzo[b][1,4]oxazine CC1=C(C=C(C=C1)C)C12C(OCCN1)CCCC2